2-(tert-butyldimethylsilyloxy)ethyl bromide [Si](C)(C)(C(C)(C)C)OCCBr